tert-butyl 4-((2-(2-fluoro-4-(methylcarbamoyl)phenyl)benzo[d]imidazo[2,1-b]thiazol-7-yl)carbamoyl)piperidine-1-carboxylate FC1=C(C=CC(=C1)C(NC)=O)C=1N=C2SC3=C(N2C1)C=CC(=C3)NC(=O)C3CCN(CC3)C(=O)OC(C)(C)C